3-Amino-4-(7-fluoro-1H-indazol-4-yl)-7-(2-pyridyl)-1H-1,5-naphthyridin-2-one NC=1C(NC2=CC(=CN=C2C1C1=C2C=NNC2=C(C=C1)F)C1=NC=CC=C1)=O